N-(2,2,6,6-tetramethyl-4-piperidyl)methacrylamide CC1(NC(CC(C1)NC(C(=C)C)=O)(C)C)C